C(C)N(S(=O)(=O)NC=1C(=C(C(=O)C2=CNC3=NC=C(C=C32)C=3C=CC(=NC3)N3CCC(CC3)N(CC(=O)O)C)C(=CC1)F)F)C 2-[[1-[5-[3-[3-[[ethyl(methyl)sulfamoyl]amino]-2,6-difluoro-benzoyl]-1H-pyrrolo[2,3-b]pyridin-5-yl]-2-pyridyl]-4-piperidyl]-methyl-amino]acetic acid